(1R,4R,5R)-4-iodo-6-oxabicyclo[3.2.1]octan-7-one I[C@@H]1CC[C@H]2C(O[C@@H]1C2)=O